C(C)(C)(C)N(C(O)=O)C1=C(C(=C(C=C1)F)NC=1C(=C2C(N(C=NC2=CC1)C)=O)C)Cl.C(C)(C)(C)C1=CC=C(C=C1)CC1=C(N=C(N1)CC1=CC=C(C=C1)C(C)(C)C)CC1=CC=C(C=C1)C(C)(C)C tris(p-tert-butylphenyl-methyl)imidazole tert-butyl-(2-chloro-3-((3,5-dimethyl-4-oxo-3,4-dihydroquinazolin-6-yl)amino)-4-fluorophenyl)carbamate